tert-butyl 5-methyl-4-[2-methyl-5-(4-methylimidazol-1-yl)phenyl]sulfonyl-2,3-dihydroquinoxaline-1-carboxylate CC1=C2N(CCN(C2=CC=C1)C(=O)OC(C)(C)C)S(=O)(=O)C1=C(C=CC(=C1)N1C=NC(=C1)C)C